C(C)(=O)N[C@@H](C(=O)N1[C@@H](CC1)C(=O)NCC1=CC=C(C=C1)C(=N)NC(OCC1=CC=CC=C1)=O)C1CCCCC1 benzyl ((4-(((S)-1-((R)-2-acetamido-2-cyclohexylacetyl)azetidine-2-carboxamido)methyl)phenyl)(imino)methyl)carbamate